CN(CCCCCCOC1=CC=C2C=C(C(OC2=C1)=NO)C(C)=O)C 7-(6-dimethylaminohexyloxy)-3-acetylcoumarin oxime